2-bromo-4-(methoxymethoxy)-1-(trifluoromethoxy)benzene BrC1=C(C=CC(=C1)OCOC)OC(F)(F)F